ClC=1C=C(C=NC1)C1=NOC(=N1)C=1C=CC(N(N1)CC1=CN=C(S1)CC)=O 6-(3-(5-chloropyridin-3-yl)-1,2,4-oxadiazol-5-yl)-2-((2-ethylthiazol-5-yl)methyl)pyridazin-3(2H)-one